Br\C=C/C(=O)OC methyl (Z)-3-bromoacrylate